methyl 2-(4-(((methylsulfonyl)oxy)methyl)phenyl)acetate CS(=O)(=O)OCC1=CC=C(C=C1)CC(=O)OC